(4-(2-chlorophenyl)thiazol-2-yl)-3-methylpicolinamide ClC1=C(C=CC=C1)C=1N=C(SC1)C1=C(C(=NC=C1)C(=O)N)C